4-fluoro-3,5-dimethyl-2-[3-[(3R)-1-methyl-3-piperidyl]pyrido[2,3-b]pyrazin-6-yl]phenol FC1=C(C(=C(C=C1C)O)C=1C=CC=2C(=NC(=CN2)[C@H]2CN(CCC2)C)N1)C